3-(prop-2-yn-1-yloxy)propane-1,2-diol C(C#C)OCC(CO)O